C1(CC1)N1N=CC(=C1)[C@@H]1OCC[C@@H](C1)C=1N=C(C2=C(N1)N=C(O2)C)C2=C(C=C(C=C2)F)F 5-[(2R,4S)-2-(1-cyclopropylpyrazol-4-yl)tetrahydropyran-4-yl]-7-(2,4-difluorophenyl)-2-methyl-oxazolo[4,5-d]pyrimidine